(6-aminopyridin-3-yl)(4-hydroxypiperidin-1-yl)methanone tert-butyl-((1-((6-aminopyrimidin-4-yl)carbamoyl)cyclopropyl)methyl)carbamate C(C)(C)(C)N(C(O)=O)CC1(CC1)C(NC1=NC=NC(=C1)N)=O.NC1=CC=C(C=N1)C(=O)N1CCC(CC1)O